C(C)(C)(C)C1N(CCN(C1)C1=C(C(=C(C=C1)NC1C(NC(CC1)=O)=O)F)F)C(=O)OC1=NC(=NC=C1F)C=1N=C(C=2N(C1)N=CN2)CC2=CC(=CC=C2)F 5-Fluoro-2-(8-(3-fluorobenzyl)-[1,2,4]triazolo[1,5-a]pyrazin-6-yl)pyrimidin-4-ol tert-butyl-4-(4-((2,6-dioxopiperidin-3-yl)amino)-2,3-difluorophenyl)piperazine-1-carboxylate